(5-((3-((tert-Butoxycarbonyl)amino)-3-methylbutyl)amino)-2-methylpent-2-yl)carbamic acid tert-butyl ester C(C)(C)(C)OC(NC(C)(CCCNCCC(C)(C)NC(=O)OC(C)(C)C)C)=O